methyl 4-bromo-2-(1-tetrahydropyran-2-ylindazol-5-yl)oxy-butanoate BrCCC(C(=O)OC)OC=1C=C2C=NN(C2=CC1)C1OCCCC1